1-(5Z,8Z,11Z,14Z-eicosatetraenoyl)-2-pentadecanoyl-glycero-3-phospho-(1'-sn-glycerol) CCCCCCCCCCCCCCC(=O)O[C@H](COC(=O)CCC/C=C\C/C=C\C/C=C\C/C=C\CCCCC)COP(=O)(O)OC[C@H](CO)O